N1CC(C1)C1=CC=C(N=N1)C1=C(C=C(C=C1)C=1C=CC=2N(N1)C=CN2)O 2-(6-(azetidin-3-yl)pyridazin-3-yl)-5-(imidazo[1,2-b]pyridazin-6-yl)phenol